ClC=1C=C(C=CC1)[C@@H]1CN(CC1)C[C@@H](COC1=CC=C(C=C1)N(S(=O)(=O)C)C)O |o1:7| N-(4-((S)-3-((R) or (S)-3-(3-chlorophenyl)pyrrolidin-1-yl)-2-hydroxypropoxy)phenyl)-N-methylmethanesulfonamide